O1C(C=CC=C1S(=O)(=O)Br)S(=O)(=O)Br pyran-2,6-disulfonyl bromide